7-bromo-6-chloro-2-(trifluoromethyl)quinazolin-4(3H)-one BrC1=C(C=C2C(NC(=NC2=C1)C(F)(F)F)=O)Cl